S(=O)(=O)(C1=CC=C(C)C=C1)OCC(=O)O[C@H]1[C@]2([C@H]3[C@]([C@H]([C@@H]([C@@](C1)(C=C)C)O)C)(C[C@@H](C3=O)O)CC[C@H]2C)C (2S,3aR,4R,5R,7S,8S,9R,9aS,12R)-2,8-dihydroxy-4,7,9,12-tetramethyl-3-oxo-7-vinyldecahydro-4,9a-propanocyclopenta[8]annulen-5-yl 2-(tosyloxy)acetate